C[C@@H]1O[C@@H](CN(C1)C1=CC=CC(=N1)C1=NC2=CC(=NC=C2C=C1)CNC(C1=CC(=C(C=C1)C)S(=O)(=O)CCCO)=O)C N-((2-(6-((cis)-2,6-dimethylmorpholino)pyridin-2-yl)-1,6-naphthyridin-7-yl)methyl)-3-((3-hydroxypropyl)sulfonyl)-4-methylbenzamide